zinc zinc-oxide [O-2].[Zn+2].[Zn+2].[O-2]